NC1=C(C(=NN1[C@@H]1COCC1)C1=CC=C(C=C1)Br)C#N 5-Amino-3-(4-bromophenyl)-1-[(3S)-tetrahydrofuran-3-yl]pyrazole-4-carbonitrile